FC(C1=NN=C(O1)C=1C=CC(=NC1)CN(C(=O)C1(CN(C1)C1CCN(CC1)C1COCC1)F)C1=CC(=CC=C1)F)F N-((5-(5-(difluoromethyl)-1,3,4-oxadiazol-2-yl)pyridin-2-yl)methyl)-3-fluoro-N-(3-fluorophenyl)-1-(1-(tetrahydrofuran-3-yl)piperidin-4-yl)azetidine-3-carboxamide